C(C)(C)(C)OC(=O)N(CCOC/C=C/C=1C=C2C(=NC1)NC([C@]21CC2=CC=C(C=C2C1)C(=O)OC)=O)C methyl (S,E)-5'-(3-(2-((tert-butoxycarbonyl) (methyl) amino) ethoxy) prop-1-en-1-yl)-2'-oxo-1,1',2',3-tetrahydrospiro[indene-2,3'-pyrrolo[2,3-b]pyridine]-5-carboxylate